3-[(8-Methyl-7-{[(2S)-tetrahydrofuran-2-ylmethyl]carbamoyl}-4,5-dihydro-2H-furo[2,3-g]indazol-2-yl)methyl]azetidine-1-carboxylic acid tert-butyl ester C(C)(C)(C)OC(=O)N1CC(C1)CN1N=C2C3=C(CCC2=C1)OC(=C3C)C(NC[C@H]3OCCC3)=O